5-ISOPROPYL-2-METHYLPHENOL C(C)(C)C=1C=CC(=C(C1)O)C